3-(2,5-dichlorothiophen-3-yl)propionyl chloride ClC=1SC(=CC1CCC(=O)Cl)Cl